C(C)(=O)C1=CN(C2=CC=C(C=C12)C=1C=NC=2N(C1)N=C(C2)C)CC(=O)N2[C@@H]1C[C@@H]1C[C@H]2C(=O)NC2=NC(=CN=C2)Br (1R,3S,5R)-2-(2-(3-acetyl-5-(2-methylpyrazolo[1,5-a]pyrimidin-6-yl)-1H-indol-1-yl)acetyl)-N-(6-bromopyrazin-2-yl)-2-azabicyclo[3.1.0]hexane-3-carboxamide